3-(4-Chloro-2,6-dimethylphenyl)-4-hydroxy-1-azaspiro[4.5]dec-3-en-2,8-dion ClC1=CC(=C(C(=C1)C)C=1C(NC2(C1O)CCC(CC2)=O)=O)C